S-[2-[3-(2-fluorophenyl)-5-hydroxy-pyrazol-1-yl]ethyl] ethanethioate C(C)(SCCN1N=C(C=C1O)C1=C(C=CC=C1)F)=O